tert-butyl 4-((4-(5-Fluoropyridin-2-yl)-1,2,3,4-tetrahydroquinoxaline-1-carboxamido)methyl)piperidine-1-carboxylate FC=1C=CC(=NC1)N1CCN(C2=CC=CC=C12)C(=O)NCC1CCN(CC1)C(=O)OC(C)(C)C